C(CCCCC)N(C(=O)N)CCCCCCC N-hexyl-N-heptyl-urea